O=C(C(C)NC(=O)C1=CC=CC2=CC=CC=C12)NC1=C(C=CC=C1)OC1=CC=CC=C1 N-(1-oxo-1-((2-phenoxyphenyl)amino)propan-2-yl)-1-naphthamide